FC1=C(C(=CC=C1)F)C1=C(C=CC=C1)[C@H]1[C@@H](C1)C(=O)N1C[C@H]([C@@H](C1)C)NS(=O)(=O)C N-{(3S,4R)-1-[(1R,2R)-2-(2',6'-difluoro[1,1'-biphenyl]-2-yl)cyclopropane-1-carbonyl]-4-methylpyrrolidin-3-yl}methanesulfonamide